C1(CC1)C1=C(C(=NO1)C1=C(C=CC=C1F)F)CO[C@H]1C[C@H](NCC1)C 5-cyclopropyl-3-(2,6-difluorophenyl)-4-((((2R,4R)-2-methylpiperidin-4-yl)oxy)methyl)isoxazole